5-chloro-6-(2,4-difluorophenyl)-7-(dibenzylamino)pyrazolo[1,5-a]pyrimidine-3-carboxylic acid ethyl ester C(C)OC(=O)C=1C=NN2C1N=C(C(=C2N(CC2=CC=CC=C2)CC2=CC=CC=C2)C2=C(C=C(C=C2)F)F)Cl